4-(2,3-dimethylphenyl)-2H-inden-1-one CC1=C(C=CC=C1C)C1=C2CCC(C2=CC=C1)=O